C(C)(C)(C)C=1C=C(C=C(C1O)C(C)(C)C)CCC(=O)OC(CN1C(CC(CC1(C)C)OC(CCC1=CC(=C(C(=C1)C(C)(C)C)O)C(C)(C)C)=O)(C)C)CC 1-[2-{3-(3,5-di-t-butyl-4-hydroxyphenyl)propionyloxy}butyl]-4-[3-(3,5-di-t-butyl-4-hydroxyphenyl)propionyloxy]-2,2,6,6-tetramethylpiperidine